CC=C(C(=O)O)CC1CO1.C(C(=C)C)(=O)OCC1CO1 glycidyl methacrylate (methylglycidyl acrylate)